1-(4-iodophenyl)ethan-1-amine hydrochloride Cl.IC1=CC=C(C=C1)C(C)N